BrC1=NC=C(C2=CC=CC=C12)OC1=CC=C(C=C1)C(F)(F)F bromo-4-(4-(trifluoromethyl)phenoxy)isoquinoline